C(#N)C1=C(C=C(C=C1)C(CN[C@H](C(=O)NC1=NC=C(C=C1)C=1C=NN(C1)C)C1=CC=CC=C1)C)F (S)-2-((2-(4-cyano-3-fluoro-phenyl)propyl)-amino)-N-(5-(1-methyl-1H-pyrazol-4-yl)-pyridin-2-yl)-2-phenylacetamide